6-hydroxy-2-Oxo-1,2-dihydroquinoline-4-carboxylic acid OC=1C=C2C(=CC(NC2=CC1)=O)C(=O)O